N-Methyl-5-[5-(1-methyl-1H-pyrazol-4-yl)pyrazin-2-yl]-N-(2,2,6,6-tetramethylpiperidin-4-yl)[1,3]thiazolo[5,4-d][1,3]thiazol-2-amin CN(C=1SC=2N=C(SC2N1)C1=NC=C(N=C1)C=1C=NN(C1)C)C1CC(NC(C1)(C)C)(C)C